O=C1NC(=NC2=CC=CC=C12)N1CCN(CC1)C(=O)C1=CC=C(C=C1)C1=C(C#N)C=CC=C1 2-[4-[4-(4-Oxo-3H-quinazolin-2-yl)piperazine-1-carbonyl]phenyl]benzonitrile